C[Si]1(C(=C(C(=C1C#CC1=CC(=CC(=C1)NC)NC)C1=CC=CC=C1)C1=CC=CC=C1)C#CC1=CC(=CC(=C1)NC)NC)C 1,1-dimethyl-2,5-bis(3,5-dimethylaminophenylethynyl)-3,4-diphenylsilole